Cl.NC[C@@H](C)N1N=C2C(CN([C@@H](C2)C)C(C2=CC(=C(C=C2)Cl)C(F)(F)F)=O)=C1C(=O)OCC ethyl (R)-2-((R)-1-aminopropan-2-yl)-5-(4-chloro-3-(trifluoromethyl) benzoyl)-6-methyl-4,5,6,7-tetrahydro-2H-pyrazolo[4,3-c]pyridine-3-carboxylate hydrochloride